ClC1=C(C=CC=C1)C=1N(C2=NC(=NC(=C2N1)N1CCC(CC1)C(F)(F)F)NCCS(=O)(=O)C)C1=CC=C(C=C1)Cl 8-(2-chlorophenyl)-9-(4-chlorophenyl)-N-(2-methylsulfonylethyl)-6-[4-(trifluoromethyl)-1-piperidyl]purin-2-amine